O1COC2=C1C=CC(=C2)C=2N=C(NC2C2=NC(=CC=C2)C)C(C)(C)C 2-[4-(1,3-benzodioxol-5-yl)-2-tert-butyl-1H-imidazol-5-yl]-6-methylpyridine